C=1C(OOOOOOOOOCCCCC1)=O nonoxacyclohexadecen-2-one